4-[2-(2-methoxyphenyl)pyrimidin-4-yl]piperazine-1-carboxylic acid tert-butyl ester C(C)(C)(C)OC(=O)N1CCN(CC1)C1=NC(=NC=C1)C1=C(C=CC=C1)OC